2-{5-bromo-2-[2-(4-methoxy-benzyl)-1,2,3,4-tetrahydro-isoquinolin-7-ylamino]-pyrimidin-4-ylamino}-N-methyl-benzamide BrC=1C(=NC(=NC1)NC1=CC=C2CCN(CC2=C1)CC1=CC=C(C=C1)OC)NC1=C(C(=O)NC)C=CC=C1